ClC1=C(C(=CC=C1)C#N)C=1C=CC(=NC1)CNC(OC(C)(C)C)=O tert-butyl ((5-(2-chloro-6-cyanophenyl)pyridin-2-yl)methyl)carbamate